tert-butyl (3R)-3-[4,5-dichloro-2-(prop-2-en-1-yloxy)benzoyl]piperidine-1-carboxylate ClC1=CC(=C(C(=O)[C@H]2CN(CCC2)C(=O)OC(C)(C)C)C=C1Cl)OCC=C